3,5-di-tert-butyl-4-butylphenol C(C)(C)(C)C=1C=C(C=C(C1CCCC)C(C)(C)C)O